N-(4-(4-(2-(2,4-dioxotetrahydropyrimidin-1(2H)-yl)benzyl)piperazin-1-yl)-3-(trifluoromethyl)phenyl)-3-(imidazo[1,2-b]pyridazin-3-ylethynyl)-4-methylbenzamide O=C1N(CCC(N1)=O)C1=C(CN2CCN(CC2)C2=C(C=C(C=C2)NC(C2=CC(=C(C=C2)C)C#CC2=CN=C3N2N=CC=C3)=O)C(F)(F)F)C=CC=C1